OC1=C(C=C(C=C1)C=CC(=O)O)OC 3-(4-hydroxy-3-methoxyphenyl)acrylic acid